C(C=C)(=O)NC1=C(C=CC(=C1)N1CCN(CC1)CC)NC1=NC=C(C(=C1)NC(C1=C(C=CC=C1OC)F)=O)C#N N-(2-((2-acryloylamino-4-(4-ethylpiperazin-1-yl)phenyl)amino)-5-cyanopyridin-4-yl)-2-fluoro-6-methoxybenzamide